C(C)OC(CCCN(CCCC(=O)OCC)CC(C(=O)OCC1=CC=CC=C1)N)=O 4-[(2-benzyloxycarbonyl-amino-ethyl)-(3-ethoxycarbonyl-propyl)-amino]-butyric acid ethyl ester